1-(4-(6-chloro-7-(3,6-difluoro-2-hydroxy-phenyl)-8-fluoro-quinazolin-4-yl)piperazin-1-yl)prop-2-en-1-one ClC=1C=C2C(=NC=NC2=C(C1C1=C(C(=CC=C1F)F)O)F)N1CCN(CC1)C(C=C)=O